ClC1=C(C(=CC(=C1)F)F)NC=1N(C2=NC(=NC=C2N1)N[C@H](CO)C)C1CCC(CC1)(C(=O)N)C (1R,4s)-4-(8-(2-chloro-4,6-difluorophenylamino)-2-((S)-1-hydroxypropan-2-ylamino)-9H-purin-9-yl)-1-methylcyclohexanecarboxamide